FC1=C(C(=O)N[C@@H](C(=O)N2CCC3(CC2)C(C(N(CC3)C)=O)C3=CC=C(C=C3)F)C(C)C)C=C(C=C1)C 2-fluoro-N-((2R)-1-(7-(4-fluorophenyl)-9-methyl-8-oxo-3,9-diazaspiro[5.5]undecan-3-yl)-3-methyl-1-oxobutan-2-yl)-5-methylbenzamide